COC1CNCC1 3-methoxy-pyrrolidin